(R)-5-(8-methoxy-[1,2,4]triazolo[1,5-a]pyridin-6-yl)-6-methyl-1-(1-(3,3,3-trifluoropropyl)piperidin-3-yl)-1,3-dihydro-2H-benzo[d]imidazol-2-one COC=1C=2N(C=C(C1)C1=CC3=C(N(C(N3)=O)[C@H]3CN(CCC3)CCC(F)(F)F)C=C1C)N=CN2